1-(((1r,4r)-4-aminocyclohexyl)methyl)-N4,N4,2-trimethylbenzene-1,4-diamine NC1CCC(CC1)CC1(C(C=C(C=C1)N(C)C)C)N